cetyl-(tetramethylpentadecane) C(CCCCCCCCCCCCCCC)C(C(C)(C)C)(CCCCCCCCCCCCC)C